NC1CCC(CC1)NC1=NC(=NC=C1C(F)(F)F)NC=1C=C2CCN(CC2=CC1)C([C@@H](C)O)=O (R)-1-(6-((4-(((1S,4S)-4-aminocyclohexyl)amino)-5-(trifluoromethyl)pyrimidin-2-yl)amino)-3,4-dihydroisoquinolin-2(1H)-yl)-2-hydroxypropan-1-one